C1=CC2=CC(=CC3=C2C(=C1)C(=O)OC3=O)Br 3-bromo-1,8-naphthalic anhydride